ClC=1C(=NN(C1C)C=1C=C(C(=O)NC=2C=CC3=C(OCO3)C2)C=CC1)C(F)(F)F 6-[[3-[4-Chloro-5-methyl-3-(trifluoromethyl)pyrazol-1-yl]benzoyl]amino]-1,3-benzodioxol